C[C@@]12CCC/C(/[C@@H]2CC[C@@H]1[C@H](C)CC#C)=C\C=C\1/C([C@H](C[C@@H](C1)O)O)=C (1R,3S,Z)-5-{2-[(1R,3aS,7aR,E)-7a-Methyl-1-((R)-pent-4-yn-2-yl)octahydro-4H-inden-4-ylidene]ethylidene}-4-methylenecyclohexane-1,3-diol